Platinum itaconate C(C(=C)CC(=O)[O-])(=O)[O-].[Pt+2]